[Pd+2].ClC(CCCP(C1CCCCC1)C1CCCCC1)(P(C1CCCCC1)C1CCCCC1)Cl Dichloro[1,4-bis(dicyclohexylphosphino)butane] palladium (II)